O1CCOC2=C1C=CC=N2 pyridodioxane